4-(dimethylamino)-N-((3-phenyl-1H-pyrazol-4-yl)methyl)benzamide CN(C1=CC=C(C(=O)NCC=2C(=NNC2)C2=CC=CC=C2)C=C1)C